C(C(C)C)NC=1C2=C(N=C(N1)NC1=CC=C(C=3OCCOC31)C(=O)N3CCOCC3)NC=C2C#N 4-(isobutyl-amino)-2-((8-(morpholine-4-carbonyl)-2,3-dihydro-benzo[b][1,4]dioxin-5-yl)amino)-7H-pyrrolo[2,3-d]pyrimidine-5-carbonitrile